(Z)-5-((4-chloro-5-((3'-(2-fluoro-2-(4-formyl-3-methoxyphenyl)vinyl)-2,2'-dimethyl-[1,1'-biphenyl]-3-yl)methoxy)-2-formylphenoxy)methyl)nicotinnitrile ClC1=CC(=C(OCC=2C=NC=C(C#N)C2)C=C1OCC=1C(=C(C=CC1)C1=C(C(=CC=C1)\C=C(\C1=CC(=C(C=C1)C=O)OC)/F)C)C)C=O